CN1N=C2N=C(C=CC2=C1)C 2,6-dimethyl-pyrazolo[3,4-b]pyridine